1-(3-bromo-5-(trifluoromethyl)-1H-pyrazolo[3,4-c]pyridin-7-yl)ethan-1-ol BrC1=NNC2=C(N=C(C=C21)C(F)(F)F)C(C)O